CCCCC[C@@H](/C=C/C=C\\C/C=C\\C/C=C\\CCCC(=O)NCC(=O)[O-])OO The molecule is a monocarboxylic acid anion that is the conjugate base of N-[(15S)-hydroperoxy-(5Z,8Z,11Z,13E)-icosatetraenoyl]glycine, obtained by deprotonation of the carboxy group; major species at pH 7.3. It is a conjugate base of a N-[(15S)-hydroperoxy-(5Z,8Z,11Z,13E)-icosatetraenoyl]glycine.